NC1CC[C@@H]2CN(C[C@H]21)C2=NC(=C(C(=N2)C(=O)N)C2=C(C(=CC=C2)Cl)Cl)C 2-((3as,6as)-4-amino-hexahydro-cyclopenta-[c]pyrrol-2-yl)-5-(2,3-dichloro-phenyl)-6-methyl-pyrimidine-4-carboxylic acid amide